(S)-2-amino-3-(4-(1-methylpiperidin-4-yl)phenyl)propanoic acid N[C@H](C(=O)O)CC1=CC=C(C=C1)C1CCN(CC1)C